C(C)(C)N(C1=CC=C(C=C1)C)C(C)C diisopropyl-(p-methylaniline)